2-[(4-{2-[(4-chloro-2-fluorobenzyl)oxy]pyrimidin-4-yl}piperidin-1-yl)methyl]-1-(2-methoxyethyl)-1H-benzimidazole-6-carboxylic acid, hydrochloride salt Cl.ClC1=CC(=C(COC2=NC=CC(=N2)C2CCN(CC2)CC2=NC3=C(N2CCOC)C=C(C=C3)C(=O)O)C=C1)F